OC1=CC=CC2=CC=C(C=C12)C(=O)O 1-hydroxy-7-carboxynaphthalene